CC=1N=C(C2=C(N1)OC=C2C(=O)NC=2N=NC(=CC2)N2CCOCC2)NC2(CC2)C methyl-4-[(1-methylcyclopropyl)amino]-N-[6-(morpholin-4-yl)pyridazin-3-yl]furo[2,3-d]pyrimidine-5-carboxamide